dihydro-5H-pyrano[4,3-b]pyridin-5-one N1C2=C(C=CC1)C(OC=C2)=O